F[C@@H]1C[C@@]2(CCCN2C1)COC=1N=C(C2=C(N1)C=C(OC2=O)C2=CC(=CC1=CC=C(C(=C21)CC)F)OCOC)N2CCOCCC2 2-{[(2R,7aS)-2-fluoro-hexahydro-pyrrolizin-7a-yl]methoxy}-7-[8-ethyl-7-fluoro-3-(methoxymethoxy)naphthalen-1-yl]-4-(1,4-oxazepan-4-yl)pyrano[4,3-d]pyrimidin-5-one